C1(=CC=CC=C1)S(=O)(=O)N1C=C(C2=CC=CC=C12)C=1N(C=CN1)S(=O)(=O)C1=CC=CC=C1 1-(phenylsulfonyl)-3-(1-(phenylsulfonyl)-1H-imidazol-2-yl)-1H-indole